tert-Butyl 3-fluoro-4-(3-((4-methoxybenzyl)oxy)-2,2-dimethyl-3-oxopropyl)hexahydropyrrolo[3,2-b]pyrrole-1(2H)-carboxylate FC1C2C(N(C1)C(=O)OC(C)(C)C)CCN2CC(C(=O)OCC2=CC=C(C=C2)OC)(C)C